5-(4-(2-methyl-5-((2s,3r,4r,5s,6r)-3,4,5-trihydroxy-6-(methylthio)tetrahydro-2H-pyran-2-yl)benzyl)phenyl)pentanoic acid CC1=C(CC2=CC=C(C=C2)CCCCC(=O)O)C=C(C=C1)[C@@H]1O[C@@H]([C@H]([C@@H]([C@H]1O)O)O)SC